1-(4-chlorobenzyl)-N-(4-(ethylsulfonyl)benzyl)-1H-indole-5-carboxamide ClC1=CC=C(CN2C=CC3=CC(=CC=C23)C(=O)NCC2=CC=C(C=C2)S(=O)(=O)CC)C=C1